FC1=CC(=C(C=C1)C1=NC=CC2=C1CN(C2=O)C2=NN(C=C2)CC(F)(F)F)OCC(F)(F)F 4-[4-fluoro-2-(2,2,2-trifluoroethoxy)phenyl]-2-[1-(2,2,2-trifluoroethyl)-1H-pyrazol-3-yl]-2,3-dihydro-1H-pyrrolo[3,4-c]pyridin-1-one